C(#N)C[C@@H]1N(CCN(C1)C=1C2=C(N=C(N1)S(=O)(=O)C)CC1(OC2)CC2=CC=CC=C2C1)C(=O)OCC1=CC=CC=C1 Benzyl (S)-2-(cyanomethyl)-4-(2'-(methylsulfonyl)-1,3,5',8'-tetrahydrospiro[indene-2,7'-pyrano[4,3-d]pyrimidin]-4'-yl)piperazine-1-carboxylate